1-((4-phenoxybenzoyl)glycyl)pyrrolidine-2-carboxylic acid O(C1=CC=CC=C1)C1=CC=C(C(=O)NCC(=O)N2C(CCC2)C(=O)O)C=C1